C(C1=CC=CC=C1)N(CC(C)NC(OC(C)(C)C)=O)C[Si](C)(C)C tert-butyl (1-(benzyl((trimethylsilyl)methyl)amino)propan-2-yl)carbamate